ClC=1C(=NC=CC1)N1N=C(C=C1C(=O)NC=1C(=CC=2N(C1C(=O)NC1C(NOC1)=O)N=CC2)C)C(F)(F)F 6-(1-(3-Chloropyridin-2-yl)-3-(trifluoromethyl)-1H-pyrazol-5-carboxamido)-5-methyl-N-(3-oxoisoxazolidin-4-yl)pyrazolo[1,5-a]pyridin-7-carboxamid